tert-butyl 4-[4-(4-{1-[(tert-butoxy)carbonyl]-1,2,3,6-tetrahydropyridin-4-yl}benzamido)-2-methoxyphenyl]-1,2,3,6-tetrahydropyridine-1-carboxylate C(C)(C)(C)OC(=O)N1CCC(=CC1)C1=CC=C(C(=O)NC2=CC(=C(C=C2)C=2CCN(CC2)C(=O)OC(C)(C)C)OC)C=C1